ethyl 3-(3-(3-(3-((2-ethoxy-2-oxoethyl)sulfonyl)-2,2-dimethylpropoxy)-2-methyl-1-(2-methylhydrazineyl)-1-oxopropan-2-yl)phenyl)propanoate C(C)OC(CS(=O)(=O)CC(COCC(C(=O)NNC)(C)C=1C=C(C=CC1)CCC(=O)OCC)(C)C)=O